BrC1=C(C=CC(=C1)C)NC(C1=CC=CC=C1)=S N-(2-Bromo-4-methylphenyl)thiobenzamide